COC=1C=C(C=CC1OC)C=1C2=CC=C(N2)C(=C2C=CC(C(=C3C=CC(=C(C=4C=CC1N4)C4=CC(=C(C=C4)OC)OC)N3)C3=CC(=C(C=C3)OC)OC)=N2)C2=CC(=C(C=C2)OC)OC 5,10,15,20-tetra(3,4-dimethoxyphenyl)porphyrin